OC1(C(N(CC1)C)=O)C1=CC(=CC=C1)I 3-hydroxy-3-(3-iodophenyl)-1-methylpyrrolidin-2-one